trans-5-(2-([2,2'-bipyrimidin]-5-yl)cyclopropyl)-8-fluoroquinoline N1=C(N=CC(=C1)[C@H]1[C@@H](C1)C1=C2C=CC=NC2=C(C=C1)F)C1=NC=CC=N1